S1C(=CC=2NC=CC21)C=O (4H-thieno[3,2-b]pyrrol-2-yl)methanone